(rac)-1-(4-bromo-5-methyl-1H-pyrazol-3-yl)-3-(3,3-difluoropyrrolidin-1-yl)propan-1-ol octadecyl-3-(3,5-di-tert-butyl-4-hydroxyphenyl)propionate C(CCCCCCCCCCCCCCCCC)C(C(=O)OC(CCN1CC(CC1)(F)F)C1=NNC(=C1Br)C)CC1=CC(=C(C(=C1)C(C)(C)C)O)C(C)(C)C